BrC=1C=C2CCCN(C2=CC1F)C(=O)OCC1=CC=CC=C1 benzyl 6-bromo-7-fluoro-3,4-dihydroquinoline-1(2H)-carboxylate